C(C)(=O)NC1=C(C(=O)NC=2N=NC(=CC2)OC)C=CC(=C1)N(C)C 2-acetamido-4-(dimethylamino)-N-(6-methoxypyridazin-3-yl)benzamide